4-methylcyclohexyl fumarate C(\C=C\C(=O)[O-])(=O)OC1CCC(CC1)C